tert-butyl ((1s,3s)-3-((5-(4-(methylcarbamoyl)thiazol-2-yl)-1-tosyl-1H-pyrrolo[2,3-b]pyridin-4-yl)amino)cyclobutyl)carbamate CNC(=O)C=1N=C(SC1)C=1C(=C2C(=NC1)N(C=C2)S(=O)(=O)C2=CC=C(C)C=C2)NC2CC(C2)NC(OC(C)(C)C)=O